ClC=1C=CC(=NC1)[C@@]1(OC2=C(O1)C=CC=C2N2[C@@H]1CC[C@@H]1NCC2)C |o1:7,&1:17,20| (1RS,6SR)-2-((S*)-2-(5-Chloropyridin-2-yl)-2-methylbenzo[d][1,3]dioxol-4-yl)-2,5-diazabicyclo[4.2.0]octane